N-(6-chloropyridin-3-yl)-2-cyclopentyl-4-(2-fluorophenyl)nicotinamide ClC1=CC=C(C=N1)NC(C1=C(N=CC=C1C1=C(C=CC=C1)F)C1CCCC1)=O